3-(4-((4-(2-bromoethyl)benzyl)amino)-1-oxoisoindolin-2-yl)piperidine-2,6-dione BrCCC1=CC=C(CNC2=C3CN(C(C3=CC=C2)=O)C2C(NC(CC2)=O)=O)C=C1